ClC1=C(C(=O)N(C2(CC2)C#N)COC(CC2=CC=C(C(=O)O)C=C2)=O)C=C(C=C1)C=1C=NN(C1)C1=C(C=C(C=C1OC(F)(F)F)C(C(F)(F)F)(C(F)(F)F)F)Cl 4-(2-{[(2-Chloro-5-{1-[2-chloro-4-(1,1,1,2,3,3,3-heptafluoropropan-2-yl)-6-(trifluoromethoxy)phenyl]-1H-pyrazol-4-yl}benzoyl)(1-cyanocyclopropyl)amino]methoxy}-2-oxoethyl)benzoic acid